CC1=C(C=CC(=C1)C)S(=O)(=O)C=1N=NN2C1NC(C1=CC(=C(C=C21)OCCOC)O)=O 3-(2,4-dimethylphenyl)sulfonyl-7-hydroxy-8-(2-methoxyethoxy)-4H-triazolo[1,5-a]quinazolin-5-one